ISOTHIAZOLO[3,4-B]PYRIDINE N=1SC=C2C1N=CC=C2